Neopentyl Glycol didecanoate C(CCCCCCCCC)(=O)OCC(C)(COC(CCCCCCCCC)=O)C